1-(6-fluoro-4-phenyl-3,4-dihydroquinoxaline-1(2H)-yl)-2-morpholinopropan-1-one FC=1C=C2N(CCN(C2=CC1)C(C(C)N1CCOCC1)=O)C1=CC=CC=C1